Lithium trihydroxybenzene acrylate C(C=C)(=O)[O-].OC=1C(=C(C=CC1)O)O.[Li+]